(4R,5R)-4-((S)-5H-Imidazo[5,1-a]isoindol-5-yl)spiro[2.3]hexan-5-ol C=1N=CN2C1C1=CC=CC=C1[C@@H]2[C@H]2C1(CC1)C[C@H]2O